C(C)OC([C@H](C)OC1=C(C=C(C=C1)Br)C1=NOCC1OCC)=O (2S)-2-[4-bromo-2-(4-ethoxy-4,5-dihydroisoxazol-3-yl)phenoxy]propionic acid ethyl ester